(phenyl)-(pyrazole) C1(=CC=CC=C1)C1=NNC=C1